3,6-dimethyl-terephthalaldehyde CC=1C=C(C=O)C(=CC1C=O)C